OC(C(=O)[O-])CN1N=CN=C1 2-hydroxy-3-(1,2,4-triazol-1-yl)propanoate